NC1=C(C(=O)OC)C=CC(=C1)Br methyl 2-amino-4-bromo-benzoate